(R)-N-(3-(5-fluoro-2-((1-(tetrahydrofuran-3-yl)-1H-pyrazol-4-yl)amino)pyrimidin-4-yl)-1H-indol-7-yl)-3-methoxy-2-(4-methylpiperazin-1-yl)propanamide FC=1C(=NC(=NC1)NC=1C=NN(C1)C1COCC1)C1=CNC2=C(C=CC=C12)NC([C@@H](COC)N1CCN(CC1)C)=O